N-(2-(N-((8-bromo-1,2,3,5,6,7-hexahydro-s-indacen-4-yl)carbamoyl)sulfamoyl)-4,5,6,7-tetrahydrobenzofuran-4-yl)acetamide BrC=1C=2CCCC2C(=C2CCCC12)NC(=O)NS(=O)(=O)C=1OC2=C(C1)C(CCC2)NC(C)=O